N1C(=NC2=C1C=CC=C2)C2NCCC1=C2NC2=CC=CC=C12 1-(1H-benzo[d]imidazol-2-yl)-2,3,4,9-tetrahydro-1H-pyrido[3,4-b]indole